N1=C(N=CC=C1)N1CC(C1)N 1-pyrimidin-2-ylazetidin-3-amine